ClC=1N=C2C(=NC1)NC=C2C2=NC(=CC(=N2)N[C@@H]2[C@H](C1CCC2CC1)C(=O)O)N1CC2=CC=CC=C2CC1 (2S,3S)-3-((2-(2-chloro-5H-pyrrolo[2,3-b]pyrazin-7-yl)-6-(3,4-dihydroisoquinolin-2(1H)-yl)pyrimidin-4-yl)amino)bicyclo[2.2.2]octane-2-carboxylic acid